(2R)-N-(4-(tert-butyl)phenyl)-1-cyano-N-(2-(3-hydroxyazetidin-1-yl)-2-oxo-1-(pyridin-3-yl)ethyl)pyrrolidine-2-carboxamide C(C)(C)(C)C1=CC=C(C=C1)N(C(=O)[C@@H]1N(CCC1)C#N)C(C(=O)N1CC(C1)O)C=1C=NC=CC1